tert-butyl N-[(1r,3r)-3-hydroxy-2,2,4,4-tetramethylcyclobutyl]carbamate CC1(C(C(C1O)(C)C)NC(=O)OC(C)(C)C)C